C1(CC1)NC(C([C@H](CCCNC(=N)N)NC(=O)[C@H]1N(C[C@@H](C1)O)C([C@H](CCC1=CC=CC=C1)NC(CCC1=CC=CC=C1)=O)=O)=O)=O (2S,4R)-N-((S)-1-(cyclopropylamino)-6-guanidino-1,2-dioxohexan-3-yl)-4-hydroxy-1-((S)-4-phenyl-2-(3-phenylpropanamido)butanoyl)pyrrolidine-2-carboxamide